Cl.NC=1C=C(C=CC1)CN(C(C(NC=1C2=C(C(=NC1)N)C=NN2)=O)=O)CC2=CC=CC=C2 N'-[(3-aminophenyl)methyl]-N-(4-amino-1H-pyrazolo[4,3-c]pyridin-7-yl)-N'-benzyl-oxamide Hydrogen chloride